CC1=CC=C(C=C1)S(=O)(=O)CC(C)C#N (E)-3-(4-methylphenyl)sulfonylpropane-2-carbonitrile